C(C1=CC=CC=C1)OC=1C(C(=CN2C1C(N1[C@H](CCC([C@H]2C1)(C[N+](=O)[O-])O)C)=O)C(=O)NCC1=C(C=C(C=C1)F)F)=O (3S,7R)-12-(benzyloxy)-N-(2,4-difluorobenzyl)-6-hydroxy-3-methyl-6-(nitromethyl)-1,11-dioxo-1,4,5,6,7,11-hexahydro-3H-2,7-methanopyrido[1,2-a][1,4]diazonine-10-carboxamide